[Se](C#N)C(CC1=CC=CC=C1)C[Se]C#N (2,3-diselenocyanopropyl)benzene